ClC=1C=C(C=CC1)C1=C(NC2=C1C(N(C=C2)C)=O)C2=CC(=NC=C2)NC(C(C)C2=CC=C(C=C2)F)=O N-{4-[3-(3-chlorophenyl)-5-methyl-4-oxo-4,5-dihydro-1H-pyrrolo[3,2-c]pyridin-2-yl]pyridin-2-yl}-2-(4-fluorophenyl)propanamide